NS(=O)(=O)N aminosulfonamide